[K].C(C)N1CC(CCC1)NS(=O)(=O)NC(NC1=C2CCCC2=CC=2CCCC12)=O 3-(N-(1-Ethylpiperidin-3-yl)sulfamoyl)-1-(1,2,3,5,6,7-hexahydro-s-indacen-4-yl)urea, potassium salt